tert-butyl 2-bromo-6,6-dimethyl-3-(pyridin-4-yl)-6,7-dihydropyrazolo[1,5-a]pyrazine-5(4H)-carboxylate BrC1=NN2C(CN(C(C2)(C)C)C(=O)OC(C)(C)C)=C1C1=CC=NC=C1